O=C1NC(CCC1C1=C(C=C(C=C1)N1CCN(CC1)C(=O)OC(C)(C)C)C)=O tert-butyl 4-(4-(2,6-dioxopiperidin-3-yl)-3-methylphenyl)piperazine-1-carboxylate